C(C=1C(O)=CC=CC1)(=O)OCCC=CCC 3-hexenyl cis-salicylate